COC(=O)C1=CC=C(CN2N=CC(=C2)B(O)O)C=C1 (1-(4-(methoxycarbonyl)benzyl)-1H-pyrazol-4-yl)boronic acid